N-nonanoyl-serine C(CCCCCCCC)(=O)N[C@@H](CO)C(=O)O